glycine methyl ester thiolinidate S1[C-](C=CC1)C(=O)[O-].COC(CN)=O